METHYL-4(2H)-PYRANOL CC1OC=CC(=C1)O